1-((S)-(4-(tert-butyl)phenyl)((R)-2'-iodo-6,6'-dimethyl-[1,1'-biphenyl]-2-yl)-λ4-sulfaneylidene)-3-(4-chlorophenyl)urea C(C)(C)(C)C1=CC=C(C=C1)[S@](=NC(=O)NC1=CC=C(C=C1)Cl)C1=C(C(=CC=C1)C)C1=C(C=CC=C1C)I